4,7-di(2-bromo-5-thienyl)-2,1,3-benzothiadiazole BrC=1SC(=CC1)C1=CC=C(C2=NSN=C21)C2=CC=C(S2)Br